Benzyl 9-(4-amino-5-(4-phenoxyphenyl)-7H-pyrrolo[2,3-d]pyrimidin-7-yl)-3-azaspiro[5.5]undecane-3-carboxylate NC=1C2=C(N=CN1)N(C=C2C2=CC=C(C=C2)OC2=CC=CC=C2)C2CCC1(CCN(CC1)C(=O)OCC1=CC=CC=C1)CC2